COC1=C(C=C(C(=C1)C=O)OC)C=O 2,5-dimethoxy-1,4-benzenedicarboxaldehyde